tert-Butyl 3-(5-acetyl-7-(thiazol-2-yl)-4-(trifluoromethoxy)benzo[d]oxazol-2-yl)-3,8-diazabicyclo[3.2.1]octane-8-carboxylate C(C)(=O)C=1C=C(C2=C(N=C(O2)N2CC3CCC(C2)N3C(=O)OC(C)(C)C)C1OC(F)(F)F)C=1SC=CN1